[Si](C)(C)(C(C)(C)C)OCCN1CCC(CC1)CN(C(CCCCCCCCC(=O)OCC(CCCCCC)CCCC)CCCCCCCCC(=O)OCC(CCCCCC)CCCC)C(=O)SCCCCCCC bis(2-butyloctyl) 10-(((1-(2-((tert-butyldimethylsilyl)oxy)ethyl)piperidin-4-yl)methyl)((heptylthio)carbonyl)amino)nonadecanedioate